S-(2-(1-((2-(Trimethylsilyl)ethoxy)methyl)-1H-pyrazol-4-yl)propan-2-yl) ethanethioate C(C)(SC(C)(C)C=1C=NN(C1)COCC[Si](C)(C)C)=O